C(C)C=1C(=C2C=NNC2=C(C1F)C(F)(F)F)C1=CC=2N(C=C1)N=C(C2)NC(=O)[C@H]2[C@H](C2)F (1S,2S)-N-(5-(5-ethyl-6-fluoro-7-(trifluoromethyl)-1H-indazol-4-yl)pyrazolo[1,5-a]pyridin-2-yl)-2-fluorocyclopropane-1-carboxamide